1-(2,5-dimethoxy-3-methyl-4-pentylphenyl)propan-2-amine COC1=C(C=C(C(=C1C)CCCCC)OC)CC(C)N